NC=1C=C(C=C(C1)C(F)(F)F)[C@@H](C)NC1=NC(=NC2=CC(=C(C=C12)C1CCC(CC1)C(=O)N1CCN(CC1)CCC1CCN(CC1)C(=O)[O-])OC)C 4-(2-(4-((1R,4R)-4-(4-(((R)-1-(3-amino-5-(trifluoromethyl)phenyl)ethyl)amino)-7-Methoxy-2-methylquinazolin-6-yl)cyclohexane-1-carbonyl)piperazin-1-yl)ethyl)piperidine-1-carboxylate